(R)-N-((S)-3-(4-chloro-1H-indazol-5-yl)-2-(dimethylamino)propyl)-3-phenylbutyramide ClC1=C2C=NNC2=CC=C1C[C@@H](CNC(C[C@@H](C)C1=CC=CC=C1)=O)N(C)C